4-{3-[1-(4-amino-3-methyl-1H-pyrazolo[3,4-d]pyrimidin-1-yl)ethyl]-5-chloro-2-methoxy-6-methylphenyl}-N-(2-hydroxyethyl)-N-methylpyridine-2-carboxamide NC1=C2C(=NC=N1)N(N=C2C)C(C)C=2C(=C(C(=C(C2)Cl)C)C2=CC(=NC=C2)C(=O)N(C)CCO)OC